CC1N(C1)CCC(=O)O.CC1N(C1)CCC(=O)O.CC1N(C1)CCC(=O)O.C(O)C(CC)(CO)CO trimethylolpropane-tris[3-(2-methyl-1-aziridinyl) propionate]